(S)-2-(3-aminobicyclo[1.1.1]pentan-1-yl)-1-(1-(4-fluorophenyl)-3,4-dihydroisoquinolin-2(1H)-yl)ethan-1-one NC12CC(C1)(C2)CC(=O)N2[C@H](C1=CC=CC=C1CC2)C2=CC=C(C=C2)F